C(C(C)(C)C)C1=NC=C(C=N1)COC1=CC=C(C=C1)B1OC(C(O1)(C)C)(C)C 2-neopentyl-5-((4-(4,4,5,5-tetramethyl-1,3,2-dioxaborolan-2-yl)phenoxy)methyl)pyrimidine